ClC1=CC(=NC(=C1O)Cl)C(=O)NC1=C2C(N(C=NC2=CC=C1)CC1=CC(=CC=C1)OC(F)(F)F)=O 4,6-dichloro-5-hydroxy-N-(4-oxo-3-(3-(trifluoromethoxy)benzyl)-3,4-dihydroquinazolin-5-yl)picolinamide